O=C1C=2N(C(=NC2N=CN1CCC)C=1C=NN(C1)CC1=CC(=CC=C1)C(F)(F)F)COC(NCC1N(CCC1)CC)=O (1-Ethyl-pyrrolidin-2-ylmethyl)-carbamic acid 6-oxo-1-propyl-8-[1-(3-trifluoromethyl-benzyl)-1H-pyrazol-4-yl]-1,6-dihydro-purin-7-ylmethyl ester